C1(CCCCC1)N1CC(C1)C(=O)NC=1C=CC(=C(C1)NC(=O)C=1C=NN2C1C=NC(=C2)C=2C=NN(C2)C)C N-(5-(1-cyclohexylazetidine-3-carboxamido)-2-methylphenyl)-6-(1-methyl-1H-pyrazol-4-yl)pyrazolo[1,5-a]pyrazine-3-carboxamide